3-trifluoromethyl-6-(2-carboxyethylthio)benzoic acid FC(C=1C=C(C(=O)O)C(=CC1)SCCC(=O)O)(F)F